C(C)(C)(C)OC(=O)N(C=1C=C(C=C2C(C(NC12)=O)(C)N1C[C@@H](CCC1)NC(=O)C1CC2(CN(C2)C(=O)OC(C)(C)C)C1)F)CC tert-butyl 6-[[(3R)-1-[7-[tert-butoxycarbonyl(ethyl)amino]-5-fluoro-3-methyl-2-OXO-indolin-3-yl]-3-piperidyl]carbamoyl]-2-azaspiro[3.3]heptane-2-carboxylate